1,3-bis(2,4,6-trimethylphenyl)imidazolium bicarbonate C([O-])(O)=O.CC1=C(C(=CC(=C1)C)C)N1C=[N+](C=C1)C1=C(C=C(C=C1C)C)C